COC=1C=C(C=CC1OC)N=C1C(=C(CC(C1)(C)C)NCC(=O)N)C 2-((3-((3,4-dimethoxyphenyl)imino)-2,5,5-trimethylcyclohex-1-en-1-yl)amino)acetamide